(4-methoxy-2-nitrophenyl)-5,6,7,8-tetrahydronaphthalen-2-ol COC1=CC(=C(C=C1)C1=C(C=CC=2CCCCC12)O)[N+](=O)[O-]